8-[(1-tert-Butoxycarbonyl-piperidin-4-ylmethyl)-amino]-6-pyridin-4-yl-imidazo[1,2-a]pyrazine-2-carboxylic acid ethyl ester C(C)OC(=O)C=1N=C2N(C=C(N=C2NCC2CCN(CC2)C(=O)OC(C)(C)C)C2=CC=NC=C2)C1